CC1(CCCCC1)NC(=O)OC(C(=O)OC(C)C)CC1=NC=CC=N1 Propan-2-yl 2-{[(1-methyl-cyclohexyl)carbamoyl]oxy}-3-(pyrimidin-2-yl)propanoate